C(C)OC=1OCC2=C(N1)C(=CC=C2)C 2-ethoxy-8-methyl-4H-benzo[d][1,3]oxazine